COC(=O)N1C=NC2=C1C=C(C(=C2)C2=CC(=CC=C2)Cl)C2=CC(=CC=C2)Cl 5,6-bis(3-chlorophenyl)-1H-benzimidazole-1-carboxylic acid methyl ester